ClC1=NSC(=N1)C1=NN=C2N1CCN[C@@H]2C 3-chloro-5-[(8R)-8-methyl-5,6,7,8-tetrahydro-[1,2,4]triazolo[4,3-a]pyrazin-3-yl]-1,2,4-thiadiazole